FC1=C(C=CC=C1NC(=O)NC=1C=NC(=CC1)C)CN1C[C@@H](N([C@@H](C1)C)C(=O)OCC1=CC=CC=C1)C phenylmethyl (2S,6R)-4-[(2-fluoro-3-{[(6-methyl(3-pyridyl))amino]carbonylamino}phenyl)methyl]-2,6-dimethylpiperazinecarboxylate